benzyl (S)-3-((S)-2-hydroxy-1-(methylamino)propan-2-yl)piperidine-1-carboxylate O[C@@](CNC)(C)[C@@H]1CN(CCC1)C(=O)OCC1=CC=CC=C1